CC1=CC(=C(C=C1)NC(C)=O)C1=CC=C(C=C1)C N-(4-methyl-2-(p-tolyl)phenyl)acetamide